[K].FC1(OC(OC1(F)F)(C(C(C(C(C(F)(F)F)(F)F)(F)F)(F)F)(F)F)C(O)(F)F)C(C(C(C(C(F)(F)F)(F)F)(F)F)(F)F)(F)F perfluoro(2-hydroxymethyl-2,4-di-n-pentyl-1,3-dioxolane) potassium salt